1-(((S)-oxetane-2-yl)methyl)-1H-benzo[d]imidazole-6-carboxylic acid methyl ester COC(=O)C=1C=CC2=C(N(C=N2)C[C@H]2OCC2)C1